ClC1=C(C=CC=C1Cl)C=1C2=C(N=NC1)C(=C(C=N2)C(=O)N[C@H]2CCOC1=CC=CC=C21)N(C)C 4-(2,3-dichlorophenyl)-N-[(4S)-3,4-dihydro-2H-chromen-4-yl]-8-(dimethylamino)pyrido[3,2-c]pyridazine-7-carboxamide